FC(S(=O)(=O)OC1=C(C2=CC=CC=C2C=C1)C1=C(C=CC2=CC=CC=C12)OS(=O)(=O)C(F)(F)F)(F)F [1,1'-binaphthyl]-2,2'-diyl bis(trifluoromethanesulfonate)